3,5-dimethylbenzonitrile CC=1C=C(C#N)C=C(C1)C